5-ethyl-3-(3-fluoro-4-(4-methylpyrimidin-2-yl)oxo-phenyl)-4-(4-(2-fluoroprop-2-eneamido)phenyl)-1H-pyrrole-2-carboxamide C(C)C1=C(C(=C(N1)C(=O)N)C1C(C(=C(C=C1)C1=NC=CC(=N1)C)F)=O)C1=CC=C(C=C1)NC(C(=C)F)=O